OCC(C)(C)NC(=O)C=1C=2C[C@@H]3[C@H](C2N(N1)C1=NC=CC(=C1)Br)C3 (1aR,5aR)-2-(4-Bromo-pyridin-2-yl)-1a,2,5,5a-tetrahydro-1H-2,3-diaza-cyclopropa[a]pentalene-4-carboxylic acid (2-hydroxy-1,1-dimethyl-ethyl)-amide